COC1=C(C(=CC(=C1)C)C)C1=CC=C2C=CC(=NC2=N1)C1=CCCN(C1)C 7-(2-methoxy-4,6-dimethyl-phenyl)-2-(1-methyl-3,6-dihydro-2H-pyridin-5-yl)-1,8-naphthyridin